C(O)(O)=O.C(CCCC)(N)N pentanediamine carbonate